C1(C=CC(C=C1)C(C#N)C#N)C(C#N)C#N 2,2'-(2,5-cyclohexadiene-1,4-diyl)bis-malononitrile